CC1(C(NC=2C1=NC(=CC2)C(C2=C(C=C(C=C2C)NC(C(F)(F)F)=O)C)O)=O)C [4-({3,3-dimethyl-2-oxo-1H-pyrrolo[3,2-b]pyridin-5-yl}(hydroxy)methyl)-3,5-dimethylphenyl]-2,2,2-trifluoroacetamide